(3,3-dimethylpiperazin-1-yl)-N-[5-(4-fluorophenoxy)pyridin-2-yl]propanamide CC1(CN(CCN1)C(C(=O)NC1=NC=C(C=C1)OC1=CC=C(C=C1)F)C)C